2-(5,5-dimethyl-3-(4-cyano-3-(trifluoromethyl)phenyl)-2,4-dioxaimidazolin-1-yl)acetic acid CC1(ON(ON1CC(=O)O)C1=CC(=C(C=C1)C#N)C(F)(F)F)C